decyl (1-((((1'R,2'R)-6-hydroxy-5'-methyl-4-pentyl-2'-(prop-1-en-2-yl)-1',2',3',4'-tetrahydro-[1,1'-biphenyl]-2-yl)oxy)carbonyl)cyclopropyl) phosphate ammonium salt [NH4+].P(=O)(OCCCCCCCCCC)(OC1(CC1)C(=O)OC1=C(C(=CC(=C1)CCCCC)O)[C@H]1[C@@H](CCC(=C1)C)C(=C)C)[O-]